CNC(C1=CC=C(C=C1)C1=NOC(=N1)C(F)(F)F)=O N-methyl-4-(5-(trifluoromethyl)-1,2,4-oxadiazol-3-yl)benzamide